C(C)(C)C1=C(C=CC=C1)[C@@H](CC1=CC=CC=C1)\N=C(\C1=CC=C(C=C1)C(F)(F)F)/C#N (R,Z)-N-(1-(2-isopropylphenyl)-2-phenylethyl)-4-(trifluoromethyl)benzimidoyl cyanide